FC(C(C(C(C(C(CCCCCCC)(F)F)(F)F)(F)F)(F)F)(F)F)(F)F 1,1,1,2,2,3,3,4,4,5,5,6,6-tridecafluorotridecane